ClC=1C=C(CN(C(O)=O)[C@H](C(NC(C=O)CC2C(NC3(C2)CCCCC3)=O)=O)CC(C)C)C=CC1.C1(=CC=CC=3C2=CC=CC=C2CC13)[SiH3] fluorenyl-silane 3-chlorobenzyl-((2S)-4-methyl-1-oxo-1-((1-oxo-3-(2-oxo-1-azaspiro[4.5]decan-3-yl)propan-2-yl)amino)pentan-2-yl)carbamate